[Cl-].ClCC[NH2+]CCCl di(2-chloroethyl)ammonium chloride